5-(4-(((2s,6r)-6-((2,2-difluoroethoxy)methyl)-6-methyl-1,4-dioxan-2-yl)methoxy)phenyl)-2-oxo-6-(trifluoromethyl)-1,2-dihydropyridine-3-carboxamide FC(COC[C@]1(COC[C@H](O1)COC1=CC=C(C=C1)C=1C=C(C(NC1C(F)(F)F)=O)C(=O)N)C)F